tert-butyl (1S,6R,7S)-7-(aminomethyl)-7-(5-methylisoxazol-3-yl)-3-azabicyclo[4.1.0]heptane-3-carboxylate NC[C@@]1([C@@H]2CCN(C[C@H]12)C(=O)OC(C)(C)C)C1=NOC(=C1)C